(5-(benzylthio)-3-chloropyrazin-2-yl)carboxamide C(C1=CC=CC=C1)SC=1N=C(C(=NC1)C(=O)N)Cl